(±)-2-(3-Chloro-6,7-dihydro-5H-cyclopenta[c]pyridin-5-yl)isoindoline-1,3-dione ClC1=CC2=C(C=N1)CC[C@H]2N2C(C1=CC=CC=C1C2=O)=O |r|